l-2,3-dihydropyrazolo[5,1-b]oxazole-7-sulfonimidamide O1C=2N(CC1)N=CC2S(=O)(N)=N